4-(4-aminophenyl)piperazine-1-carboxylic acid tert-butyl ester C(C)(C)(C)OC(=O)N1CCN(CC1)C1=CC=C(C=C1)N